3-amino-5-hexylthio-1-[3-(triethoxysilyl)propyl]-1,2,4-triazole NC1=NN(C(=N1)SCCCCCC)CCC[Si](OCC)(OCC)OCC